C1(CC1)N1CCC(=CC1)C1=C2C(=NC(=C1)N1[C@@H](COCC1)C)C(=NS2)C2=CC(=NN2C2OCCCC2)C (3R)-4-(7-(1-cyclopropyl-1,2,3,6-tetrahydropyridin-4-yl)-3-(3-methyl-1-(tetrahydro-2H-pyran-2-yl)-1H-pyrazol-5-yl)isothiazolo[4,5-b]pyridin-5-yl)-3-methylmorpholine